(5S,8S)-N-((3,5-dichloro-pyridin-2-yl)methyl)-5-fluoro-8-hydroxy-5,6,7,8-tetrahydroquinoline-5-carboxamide ClC=1C(=NC=C(C1)Cl)CNC(=O)[C@]1(C=2C=CC=NC2[C@H](CC1)O)F